C1(CC1)C1=NN(C=N1)C1CC2(CN(C2)C(=O)N2CC3(C2)CN(C3)CC=3N=NC(=CC3)C(F)(F)F)C1 [6-(3-cyclopropyl-1,2,4-triazol-1-yl)-2-azaspiro[3.3]heptan-2-yl]-[6-[[6-(trifluoromethyl)pyridazin-3-yl]methyl]-2,6-diazaspiro[3.3]heptan-2-yl]methanone